4,4-difluoro-3,3-dimethyl-1-(6-methylpyrazolo[1,5-a]pyridin-3-yl)-isoquinoline FC1(C(N=C(C2=CC=CC=C12)C=1C=NN2C1C=CC(=C2)C)(C)C)F